Dimethylallyl phosphate ammonium salt [NH4+].P(=O)(OCC=C(C)C)([O-])[O-].[NH4+]